C1(=CC=CC=C1)C1=CC2=C(N=CC=C2B(O)O)N1 2-PHENYL-1H-PYRROLO[2,3-B]PYRIDINE-4-BORONIC ACID